FC1=C(C(=CC=C1)F)C=1C(=NN2C1C=CC(=C2C(C)C)C(=O)O)C 3-(2,6-difluorophenyl)-2-methyl-7-(propan-2-yl)pyrazolo[1,5-a]pyridine-6-carboxylic acid